3-((5-(5-(difluoromethyl)-1,3,4-oxadiazole-2-yl)pyridine-2-yl)methyl)-5-fluoro-6-(1-methylpiperidine-4-yl)benzo[d]oxazole-2(3H)-one FC(C1=NN=C(O1)C=1C=CC(=NC1)CN1C(OC2=C1C=C(C(=C2)C2CCN(CC2)C)F)=O)F